C(=CCCCCCCCCCCCC)S(=O)(=O)O tetradecenesulfonic acid